1-(chloromethyl)-4-(isocyanatomethyl)benzene ClCC1=CC=C(C=C1)CN=C=O